O(C1=CC=CC=C1)C1CC(N(C1)C(CNC(CCCOC1=CC=CC=C1)=O)=O)C(=O)O 4-phenoxy-1-((4-phenoxybutyryl)glycyl)pyrrolidine-2-carboxylic acid